7-amino-N-{2-[3-amino-4-(methoxymethyl)pyrrolidin-1-yl]-4-fluoro-5,6,7,8-tetrahydroquinolin-6-yl}-3-methylthieno[2,3-b]pyrazine-6-carboxamide NC1=C(SC2=NC(=CN=C21)C)C(=O)NC2CC=1C(=CC(=NC1CC2)N2CC(C(C2)COC)N)F